C(#N)C1=CC=C2C=C(NC2=C1)C(=O)O 6-cyano-1H-indole-2-carboxylic acid